1-benzyl 2-methyl trans-3-formylpyrrolidine-1,2-dicarboxylate C(=O)[C@H]1[C@@H](N(CC1)C(=O)OCC1=CC=CC=C1)C(=O)OC